2,4,5-trimethyl-6-nitro-4,5-dihydro-2H-pyrazolo[4,3-c]Quinoline CN1N=C2C(C(N(C=3C(=CC=CC23)[N+](=O)[O-])C)C)=C1